N1=CN=C2NC=NC2=C1C=1C(=NC=CC1)NC=1C=C(C=CC1C)NC(C[C@H]1C[C@@H](CCC1)C(F)(F)F)=O N-(3-(3-(9H-purin-6-yl)pyridin-2-ylamino)-4-methylphenyl)-2-((1R,3R)-3-(trifluoromethyl)cyclohexyl)acetamide